7-chloro-4-(2-cyclopropyl-2H-1,2,3-triazol-4-yl)-1-((2-(trimethylsilyl)ethoxy)methyl)-1H-indazole ClC=1C=CC(=C2C=NN(C12)COCC[Si](C)(C)C)C1=NN(N=C1)C1CC1